Mercury selenium [Se].[Hg]